2-{[(2-amino-6-{[(5-methyl-1,3,4-oxadiazol-2-yl)amino]methyl}phenyl)carbamothioyl]amino}-2-(3-chloro-4-fluorophenyl)-propyl 2,2-dimethylpropanoate CC(C(=O)OCC(C)(C1=CC(=C(C=C1)F)Cl)NC(NC1=C(C=CC=C1CNC=1OC(=NN1)C)N)=S)(C)C